Ethyl-2-(((9H-purin-6-yl)thio)methyl)benzoat C(C)OC(C1=C(C=CC=C1)CSC1=C2N=CNC2=NC=N1)=O